2-(((2,2-difluorobenzo[d][1,3]dioxol-4-yl)methyl)amino)-2-oxoacetic acid FC1(OC2=C(O1)C=CC=C2CNC(C(=O)O)=O)F